2-(2-ethoxy-4-fluorophenyl)-2,2-difluoroacetic acid C(C)OC1=C(C=CC(=C1)F)C(C(=O)O)(F)F